8-((cyclopropylmethyl)(3'-hydroxy-[1,1'-biphenyl]-4-yl)amino)-5-methyl-6-oxo-5,6-dihydro-1,5-naphthyridine-2-carbonitrile C1(CC1)CN(C1=CC(N(C=2C=CC(=NC12)C#N)C)=O)C1=CC=C(C=C1)C1=CC(=CC=C1)O